ClC(C(=O)O)=CC1CC1 2-chloro-3-cyclopropyl-prop-2-enoic acid